C(CCCCCCCCC)OC(CCCBr)=O 4-bromobutyric acid decyl ester